N-(2-(3-((2-methoxy-4-(methylsulfonyl)phenyl)amino)prop-1-yn-1-yl)-3-(2,2,2-trifluoroethyl)benzo[b]thiophen-7-yl)-1-(2,2,2-trifluoroethyl)piperidin-4-amine COC1=C(C=CC(=C1)S(=O)(=O)C)NCC#CC1=C(C2=C(S1)C(=CC=C2)NC2CCN(CC2)CC(F)(F)F)CC(F)(F)F